ClC1=C(C=C2C=C(NC2=C1)C=1C=CC(=NC1)N1CCC12COC2)C=2C=NC=C(C2)OC 1-(5-(6-chloro-5-(5-methoxypyridin-3-yl)-1H-indol-2-yl)pyridin-2-yl)-6-oxa-1-azaspiro[3.3]heptane